5-methyl-1-(3-methyl-1-(4-((3ar,5r,6as)-2-methyl-octahydrocyclopenta[c]pyrrol-5-yl)benzyl)-1H-indol-5-yl)-1H-pyrazole-3-carboxamide CC1=CC(=NN1C=1C=C2C(=CN(C2=CC1)CC1=CC=C(C=C1)C1C[C@@H]2[C@@H](CN(C2)C)C1)C)C(=O)N